CC1=C(C(=C(C=C1)N=C=O)SC1=C(C=CC=C1)N=C=O)C dimethyl-thiodiphenyl diisocyanate